COC1=CC=C(C=C1)CCC=CCC=C 7-(4-methoxyphenyl)-1,4-heptadiene